BrC1=CC(=C(C=C1)Cl)C(F)(F)F 4-Bromo-1-chloro-2-(trifluoromethyl)benzene